N1=CC(=CC=C1)C=1N=CNC1 4-(pyridin-3-yl)-1H-imidazole